3-FORMYL-1,6-DIHYDROXYCARBAZOLE C(=O)C=1C=C(C=2NC3=CC=C(C=C3C2C1)O)O